(3aR,6aS)-5-(1-(Oxetan-3-yl)-6-((4-phenyl-1-((2-(trimethylsilyl)ethoxy)methyl)-1H-imidazol-2-yl)ethynyl)-1H-pyrazolo[3,4-d]pyrimidin-4-yl)hexahydro-1H-furo[3,4-c]pyrrole O1CC(C1)N1N=CC=2C1=NC(=NC2N2C[C@@H]1[C@H](C2)COC1)C#CC=1N(C=C(N1)C1=CC=CC=C1)COCC[Si](C)(C)C